5-methoxy-4-(3-(1-methyl-1H-pyrazol-3-yl)phenyl)-N-(pyridin-3-ylmethyl)-2-(pyridin-4-yl)pyrimidin-4-amine COC=1C(NC(=NC1)C1=CC=NC=C1)(NCC=1C=NC=CC1)C1=CC(=CC=C1)C1=NN(C=C1)C